1-octadecyl-3-methylimidazole bromide salt [Br-].C(CCCCCCCCCCCCCCCCC)N1CN(C=C1)C